2-(4-((tert-Butoxycarbonyl) amino) piperidin-1-yl)-3-cyano-6-methylpyridin-4-yl trifluoromethanesulfonate FC(S(=O)(=O)OC1=C(C(=NC(=C1)C)N1CCC(CC1)NC(=O)OC(C)(C)C)C#N)(F)F